N-(2-amino-4-bromo-6-(2-(dimethylamino)ethoxy)-3-fluorophenyl)benzamide NC1=C(C(=CC(=C1F)Br)OCCN(C)C)NC(C1=CC=CC=C1)=O